2-(2-oxo-1,5-naphthyridin-1(2H)-yl)acetic acid O=C1N(C2=CC=CN=C2C=C1)CC(=O)O